N-((1r,4r)-4-((3,3-Dimethylbutyl)(methyl)amino)cyclohexyl)-6-(2-oxa-8-azaspiro[4.5]decan-8-yl)pyridine-3-sulfonamide CC(CCN(C1CCC(CC1)NS(=O)(=O)C=1C=NC(=CC1)N1CCC2(CCOC2)CC1)C)(C)C